4-amino-2'-bromo-5'-fluorospiro[cyclohexane-1,1'-indene] NC1CCC2(C(=CC3=CC(=CC=C23)F)Br)CC1